malonoyl peroxide C1(CC(=O)OO1)=O